2-Amino-N-((1-(2-methoxyethyl)-1H-pyrazole-4-yl)methyl)thiophene-3-carboxamide 2-aminothiophene-3-carboxylate NC=1SC=CC1C(=O)O.NC=1SC=CC1C(=O)NCC=1C=NN(C1)CCOC